(S)-4-tertiary butyl-oxazolidin-2-one C(C)(C)(C)[C@@H]1NC(OC1)=O